FC1=C(C=C(C(=C1)F)C1=C(C=CC=C1)OCCO)NS(=O)(=O)C1=CC(=CN(C1=O)C)C(=O)O 5-[[2,4-difluoro-5-[2-(2-hydroxyethoxy)phenyl]phenyl]sulfamoyl]-1-methyl-6-oxo-pyridine-3-carboxylic acid